FC(C(=O)O)(F)F.C(C)N1C=NC(=C1CC)CSC=1NC(C2=C(N1)CCC2)=O 2-{[(1,5-diethylimidazol-4-yl)methyl]sulfanyl}-3H,5H,6H,7H-cyclopenta[d]pyrimidin-4-one trifluoroacetate salt